CC1([C@H]([C@@H]1C(=O)[O-])C=C(Cl)Cl)C The molecule is the monocarboxylic acid anion formed by loss of a proton from the carboxy group of (1S,3R)-3-(2,2-dichlorovinyl)-2,2-dimethylcyclopropanecarboxylic acid; major microspecies at pH 7.3. It is a conjugate base of a (1S,3R)-3-(2,2-dichlorovinyl)-2,2-dimethylcyclopropanecarboxylic acid.